C(C=C)(=O)OC(CCCCCCCCCC)(C(=O)O)C(=O)O acryloyloxyundecane-1,1-Dicarboxylic acid